3-ethyl-4-hydroxymethyl-2(5H)-furanone C(C)C=1C(OCC1CO)=O